(S)-7-(4-chlorothien-2-yl)-8-((3-hydroxy-2-methoxypropyl)thio)-6-(trifluoromethyl)quinazoline-2,4(1H,3H)-dione ClC=1C=C(SC1)C1=C(C=C2C(NC(NC2=C1SC[C@H](CO)OC)=O)=O)C(F)(F)F